3,4-dihydroxyfuran-2,5-dicarboxylic acid diethyl ester C(C)OC(=O)C=1OC(=C(C1O)O)C(=O)OCC